ClC=1C(=C(C=C(C1)O)C1=C(C=C2C(=NC(=NC2=C1F)OCC12CCCN2CCC1)N1CC2(CNC(N2)=O)CCC1)F)C1CC1 7-(7-(3-chloro-2-cyclopropyl-5-hydroxyphenyl)-6,8-difluoro-2-((tetrahydro-1H-pyrrolizin-7a(5H)-yl)methoxy)quinazolin-4-yl)-1,3,7-triazaspiro[4.5]decan-2-one